2-[(3R)-3-methylpiperazin-1-yl]-5-(trifluoromethyl)pyrimidine C[C@@H]1CN(CCN1)C1=NC=C(C=N1)C(F)(F)F